ferric trisulfide [Fe-3](=S)(=S)=S